2-(Bis(4-methoxybenzyl)amino)-5-((5-chloro-3-(2,2,2-trifluoroethoxy)pyridin-2-yl)oxy)isonicotinonitrile COC1=CC=C(CN(C=2C=C(C#N)C(=CN2)OC2=NC=C(C=C2OCC(F)(F)F)Cl)CC2=CC=C(C=C2)OC)C=C1